2-[2-Allyloxyethyl(dimethyl)ammonio]ethyl-hydrogenphosphat C(C=C)OCC[N+](CCOP(=O)(O)[O-])(C)C